NC1=C(C=CC(=C1)C(=O)OCC1=CC=CC=C1)C(=O)OC O4-benzyl O1-methyl 2-aminobenzene-1,4-dicarboxylate